bis(3,5-di-tert-butyl-4-hydroxybenzyl)sulfide C(C)(C)(C)C=1C=C(CSCC2=CC(=C(C(=C2)C(C)(C)C)O)C(C)(C)C)C=C(C1O)C(C)(C)C